6-(1-(3-(1H-pyrazol-1-yl)propanoyl)-1,2,5,6-tetrahydropyridin-3-yl)-4-chloro-7-fluoro-N,N-dimethyl-1H-indole-2-carboxamide N1(N=CC=C1)CCC(=O)N1CC(=CCC1)C1=CC(=C2C=C(NC2=C1F)C(=O)N(C)C)Cl